[I-].[I-].CC1=C(C(=C(C1(C)[Zr+2]C1=C(CC=2C=CC3=C(C12)C=CC=C3)C)C)C)C (pentamethylcyclopentadienyl)(2-methylbenzo[e]indenyl)zirconium diiodide